tert-butyl (trans)-3-{6-bromo-4-oxothieno[3,2-d]pyrimidin-3-yl}-4-hydroxypiperidine-1-carboxylate BrC1=CC=2N=CN(C(C2S1)=O)[C@@H]1CN(CC[C@H]1O)C(=O)OC(C)(C)C